methyl (R)-2-((4-(2-(5-chloropyridin-2-yl)-2-methylbenzo[d][1,3]dioxol-4-yl)piperidin-1-yl)methyl)-4-(2-methoxyethoxy)-1-(thiazol-5-ylmethyl)-1H-benzo[d]imidazole-6-carboxylate ClC=1C=CC(=NC1)[C@]1(OC2=C(O1)C=CC=C2C2CCN(CC2)CC2=NC1=C(N2CC2=CN=CS2)C=C(C=C1OCCOC)C(=O)OC)C